(2R,3R)-3-((7-bromo-4-((5-fluoroquinolin-6-yl)amino)quinazolin-5-yl)oxy)butan-2-ol BrC1=CC(=C2C(=NC=NC2=C1)NC=1C(=C2C=CC=NC2=CC1)F)O[C@@H]([C@@H](C)O)C